tert-butyl (S)-3-((2-fluoro-4-nitrophenyl)carbamoyl)pyrrolidine-1-carboxylate FC1=C(C=CC(=C1)[N+](=O)[O-])NC(=O)[C@@H]1CN(CC1)C(=O)OC(C)(C)C